CNC(C1=CC=CC=C1)C1=CC=CC=C1 Methyl-benzhydrylamine